(S)-3-(6-bromo-5-fluoro-2-oxo-2,3-dihydro-1H-benzo[d]imidazol-1-yl)pyrrolidine-1-carboxylic acid tert-butyl ester C(C)(C)(C)OC(=O)N1C[C@H](CC1)N1C(NC2=C1C=C(C(=C2)F)Br)=O